1-(5-(1-methyl-1H-imidazol-4-yl)-6-((3-(trifluoromethyl)phenyl)amino)-3,4-dihydroisoquinolin-2(1H)-yl)prop-2-en-1-one CN1C=NC(=C1)C1=C2CCN(CC2=CC=C1NC1=CC(=CC=C1)C(F)(F)F)C(C=C)=O